C(CCCCCCCCCCCCC)NCC1=C(C=C(C=C1)CCCCCCCCCCCCCCC)O 2-((tetradecylamino)methyl)-5-pentadecylphenol